BrC=1C=C(C=C(C1)OC)[C@H]1C[C@H]([C@H]2[C@@H]1OC(O2)(C)C)N2C=CC1=C2N=C(N=C1Cl)Cl 7-((3aS,4R,6R,6aR)-6-(3-bromo-5-methoxyphenyl)-2,2-dimethyltetrahydro-4H-cyclopenta[d][1,3]dioxol-4-yl)-2,4-dichloro-7H-pyrrolo[2,3-d]pyrimidine